(3R)-N-{5-[2-chloro-5-(1,2,4-oxadiazol-3-yl)phenyl]-1H-indazol-3-yl}piperidine-3-carboxamide dihydrochloride Cl.Cl.ClC1=C(C=C(C=C1)C1=NOC=N1)C=1C=C2C(=NNC2=CC1)NC(=O)[C@H]1CNCCC1